4-methoxy-1-(oxetan-2-ylmethyl)-1H-benzo[d]imidazole-6-carboxylic acid methyl ester COC(=O)C=1C=C(C2=C(N(C=N2)CC2OCC2)C1)OC